6-(4-cyclopropyl-6-methoxypyrimidin-5-yl)-1-(4-(1-methyl-2-(trifluoromethyl)-1H-imidazol-4-yl)benzyl)4H-pyrazolo[3,4-d]pyrimidine C1(CC1)C1=NC=NC(=C1C1=NCC=2C(=N1)N(NC2)CC2=CC=C(C=C2)C=2N=C(N(C2)C)C(F)(F)F)OC